2-[[6,7-dichloro-1-oxo-2-(2-tetrahydropyran-2-yloxyethyl)-3,4-dihydropyrazino[1,2-a]indol-9-yl]oxy]acetonitrile ClC1=C(C=C(C=2C=C3N(C12)CCN(C3=O)CCOC3OCCCC3)OCC#N)Cl